C(C1=CC=C(C(=O)NC(C)CC)C=C1)C1=CC=C(C(=O)NC(C)CC)C=C1 4,4'-methylenebis[N-sec-butylbenzamide]